2-hydrazino-3-((2-(trimethylsilyl)ethoxy)methyl)quinazolin-4(3H)-one N(N)C1=NC2=CC=CC=C2C(N1COCC[Si](C)(C)C)=O